Ethyl (R)-5-(5-(3-((tert-butoxycarbonyl) amino) piperidine-1-carbonyl)-7-methoxy-1-methyl-1H-benzo[d]imidazol-2-yl)-1-(cyclopropylmethyl)-1H-pyrrole-2-carboxylate C(C)(C)(C)OC(=O)N[C@H]1CN(CCC1)C(=O)C1=CC2=C(N(C(=N2)C2=CC=C(N2CC2CC2)C(=O)OCC)C)C(=C1)OC